ClC=1C=C(C=CC1OC)C1N(CCC(C1)N1C(NC2=C1C=CC=C2N(C)CCN(C)C)=O)C(=O)N (3-chloro-4-methoxyphenyl)-4-(4-{[2-(dimethylamino)ethyl](methyl)amino}-2-oxo-2,3-dihydro-1H-1,3-benzodiazol-1-yl)piperidine-1-carboxamide